C(=O)(OC(C)(C)C)N[C@@H](CCCCN)C(=O)O boc-lysyl alcohol